4-((3-((4-methoxybenzyl)oxy)pyridin-4-yl)ethynyl)-N1-methyl-2,7-naphthyridine-1,6-diamine COC1=CC=C(COC=2C=NC=CC2C#CC2=CN=C(C3=CN=C(C=C23)N)NC)C=C1